[N+](=O)([O-])C1=CC(=C(C=C1)ON=C(C#N)C1=CC=CC=C1)C(F)(F)F (4-nitro-2-trifluoromethylphenyloxyimino)-phenylacetonitrile